ClC1=C2CN(C(NC2=CC(=C1)CN1CCN(CC1)C=1C=CC(=NC1Cl)C(=O)NCC)=O)CC 5-(4-((5-chloro-3-ethyl-2-oxo-1,2,3,4-tetrahydroquinazolin-7-yl)methyl)piperazin-1-yl)-6-chloro-N-ethylpyridinamide